CN(CCOC=1C(=NC=C2C=CC(N(C12)C)=O)C)C 8-(2-(dimethylamino)ethoxy)-1,7-dimethyl-1,6-naphthyridin-2(1H)-one